C(C)(C)(C)C=1C=C(C=C(C1)C(C)(C)C)C=1C2=CC=CC=C2N=C2C=CC=CC12 9-(3,5-di-t-butylphenyl)acridine